8-(4,4,5,5-tetramethyl-1,3,2-dioxaborolan-2-yl)-3,4-dihydro-1H-pyrano[4,3-c]pyridine CC1(OB(OC1(C)C)C=1C2=C(C=NC1)CCOC2)C